C(=O)[C@H]1[C@@H](C1)C(=O)OCC ethyl (1R,2R)-2-formylcyclopropane-1-carboxylate